FC(C(=O)O)(F)F.NCCOCCOCCOCCOCCNC(COC1=C2C(N(C(C2=CC=C1)=O)C1C(NC(CC1)=O)=O)=O)=O N-(14-amino-3,6,9,12-tetraoxatetradecyl)-2-((2-(2,6-dioxopiperidin-3-yl)-1,3-dioxoisoindolin-4-yl)oxy)acetamide trifluoroacetate